(pivaloyloxy)methyl 3-(2-(dimethylamino)ethyl)-1H-indole-1-carboxylate diformate C(=O)O.C(=O)O.CN(CCC1=CN(C2=CC=CC=C12)C(=O)OCOC(C(C)(C)C)=O)C